CN1CCCNC2=CC=CC=C2C=2C=CC=C(N[C@@H]3CN([C@H](C1=O)C3)C(=O)OCC3=CC=CC=C3)N2 benzyl (14S,17S)-12-methyl-13-oxo-8,12,15,18,23-pentazatetracyclo[17.3.1.114,17.02,7]tetracosa-1(23),2,4,6,19,21-hexaene-15-carboxylate